N-(5-Chloro-2-isopropylbenzyl)-N-cyclopropyl-3-(difluoro-methyl)-5-fluoro-1-methyl-1H-pyrazol-4-carboxamid ClC=1C=CC(=C(CN(C(=O)C=2C(=NN(C2F)C)C(F)F)C2CC2)C1)C(C)C